6-chloro-2-{4-[(3-methoxyazetidin-1-yl)methyl]anilino}-3-phenylquinazolin-4(3H)-one ClC=1C=C2C(N(C(=NC2=CC1)NC1=CC=C(C=C1)CN1CC(C1)OC)C1=CC=CC=C1)=O